5-[4-[[(2R)-1-ethylazetidin-2-yl]methoxy]-2-methyl-pyrazol-3-yl]-N-(6-ethyl-2-methyl-pyrimidin-4-yl)pyrazolo[1,5-a]pyridin-2-amine C(C)N1[C@H](CC1)COC1=C(N(N=C1)C)C1=CC=2N(C=C1)N=C(C2)NC2=NC(=NC(=C2)CC)C